FC=1C(=NC=CC1C1=NOC(=C1)C1(CC1)C=1C(=NN(C1C(=O)N)C)C(F)(F)F)C (1-(3-(3-fluoro-2-methylpyridin-4-yl)isoxazol-5-yl)cyclopropyl)-1-methyl-3-(trifluoromethyl)-1H-pyrazole-5-carboxamide